C1(CC1)CN1C(N(C(C2=CC(=CC=C12)S(NC1(CC1)C)(=O)=O)=O)NC(=O)C12CC2C1)=O N-(1-(cyclopropylmethyl)-6-(N-(1-methylcyclopropyl)sulfamoyl)-2,4-dioxo-1,4-dihydroquinazolin-3(2H)-yl)bicyclo[1.1.0]butane-1-carboxamide